5-(5-methylthiophen-2-yl)phenol CC1=CC=C(S1)C=1C=CC=C(C1)O